CN1CCN(CC1)C1=CC=C(C=N1)C1=CC2=C(N=C3COCC(N32)C3=CC=CC=C3)C=C1 7-(6-(4-methylpiperazin-1-yl)pyridin-3-yl)-4-phenyl-3,4-dihydro-1H-benzo[4,5]imidazo[2,1-c][1,4]oxazine